(S)-N'-((2-cyclopropyl-3-methyl-6,7-dihydro-5H-cyclopenta[b]pyridin-4-yl)carbamoyl)-5-(2-hydroxypropan-2-yl)-1-phenyl-1H-pyrazole-3-sulfonimidamide C1(CC1)C1=C(C(=C2C(=N1)CCC2)NC(=O)N=[S@@](=O)(N)C2=NN(C(=C2)C(C)(C)O)C2=CC=CC=C2)C